5-methyl-dihydrofuran-2(3H)-one CC1CCC(O1)=O